5-Bromo-3-((1-(cyclopropylmethyl)-1H-pyrazol-4-yl)oxy)pyrazin-2-amine BrC=1N=C(C(=NC1)N)OC=1C=NN(C1)CC1CC1